N1C=CC2=CC(=CC=C12)CNCCCNC1=CC=NC2=CC(=CC=C12)Br N1-((1H-indol-5-yl)methyl)-N3-(7-bromoquinolin-4-yl)propane-1,3-diamine